4-(6-bromopyridin-3-yl)-2,6-dimethylmorpholine BrC1=CC=C(C=N1)N1CC(OC(C1)C)C